Cl.[C@@H]12NC[C@@H](OC1)C2 (1S,4S)-2-aza-5-oxabicyclo[2.2.1]heptane hydrochloride